tert-butyl 2-(1-benzyl-4-hydroxy-4-piperidyl)acetate C(C1=CC=CC=C1)N1CCC(CC1)(O)CC(=O)OC(C)(C)C